ClC1=C(C=CC=C1)C(CO)NC(OC(C)(C)C)=O tert-butyl (1-(2-chlorophenyl)-2-hydroxyethyl)carbamate